N1=CC(=CC=C1)C=1C=C(C=C(C1)C=1C=NC=CC1)C1=CC(=NC(=C1)C1=CC(=CC(=C1)C=1C=NC=CC1)C=1C=NC=CC1)C=1C=NC=CC1 4,6-Bis(3,5-di(pyridine-3-yl)phenyl)-2-(pyridine-3-yl)pyridine